(±)-cis-2-(amino)-3-cyclopentene-1-carboxylic acid N[C@@H]1[C@@H](CC=C1)C(=O)O |r|